C(C1=CC=CC=C1)(=O)NC[C@@H](C(=O)OCC)[C@H](O)C1=CC=C(C=C1)Br ethyl (2R,3S)-2-(benzoylaminomethyl)-3-(4-bromophenyl)-3-hydroxypropionate